C(CCCC=C)[Si](O[Si](C)(C)C)(C)C 1-(hex-5-en-1-yl)-1,1,3,3,3-pentamethyldisiloxane